1-methyl-pyrimidine-2,4-dione CN1C(NC(C=C1)=O)=O